C(C1=CC=CC=C1)N=C(C(F)F)C benzyl-(1,1-difluoropropan-2-ylidene)amine